CN1N=CC(=C1)C1=CC=C(O1)C(=O)NC=1C(=NN(C1)C)C1=NC=CC=C1 5-(1-Methyl-1H-pyrazol-4-yl)-N-{1-methyl-3-(pyridine-2-yl)-1H-pyrazol-4-yl}furan-2-carboxamide